ClC1=CC=C2\C(\CCOC2=C1)=C\C(=O)OCC Ethyl (E)-2-(7-chlorochroman-4-ylidene)acetate